4-fluoro-pyrrolidine-1-carboxylate FC1CCN(C1)C(=O)[O-]